3-{4-chloro-2-fluoro-5-[(2-hydroxypyridin-3-yl)sulfanyl]phenyl}-6-(trifluoromethyl)pyrimidin-2,4(1H,3H)-dion ClC1=CC(=C(C=C1SC=1C(=NC=CC1)O)N1C(NC(=CC1=O)C(F)(F)F)=O)F